BrC=1C=NC=C(C(=O)OC)C1CC(=O)OC methyl 5-bromo-4-(2-methoxy-2-oxoethyl)nicotinate